4-((5-(1,6-dimethyl-1H-pyrazolo[3,4-b]pyridin-4-yl)-3-methyl-4,5,6,7-tetrahydro-1H-pyrazolo[4,3-c]pyridin-1-yl)methyl)-N-(2-methoxy-2-methylpropyl)bicyclo[2.2.2]octan-1-amine CN1N=CC=2C1=NC(=CC2N2CC1=C(CC2)N(N=C1C)CC12CCC(CC1)(CC2)NCC(C)(C)OC)C